O1C(=CC=C1)C=1C=CC(=C(C1)NC1=NC=NC2=CC(=C(C=C12)NC1CCN(CC1)C(C=C)=O)O[C@H]1COCC1)OC (R)-1-(4-((4-((5-(furan-2-yl)-2-methoxyphenyl)amino)-7-((tetrahydrofuran-3-yl)oxy)quinazolin-6-yl)amino)piperidin-1-yl)prop-2-en-1-one